C1(CCCC1)C1CCN(CC1)C=1N=C2N(C(C1C)=O)C=C(C=C2[C@@H](C)NC2=C(C(=O)O)C=CC=C2)C (R)-2-((1-(2-(4-cyclopentylpiperidin-1-yl)-3,7-dimethyl-4-oxo-4H-pyrido[1,2-a]pyrimidin-9-yl)ethyl)amino)benzoic acid